CC1(C(C(C1)=O)=CC1=C(C=CC=C1)C=1N=CN(C1)C(C1=CC=CC=C1)(C1=CC=CC=C1)C1=CC=CC=C1)C (R)-3,3-dimethyl-2-(2-(1-trityl-1H-imidazol-4-yl)benzylidene)cyclobutan-1-one